C1=CN(C(=O)N=C1N)[C@H]2[C@@H]([C@@H]([C@H](O2)COP(=O)(O)OP(=O)(O)O)O)O The molecule is a pyrimidine ribonucleoside 5'-diphosphate having cytosine as the nucleobase. It has a role as an Escherichia coli metabolite and a mouse metabolite. It is a pyrimidine ribonucleoside 5'-diphosphate and a cytidine 5'-phosphate. It is a conjugate acid of a CDP(3-).